NC=1C2=C(N=CN1)N(C(=C2C=2C=NC1=CC=CC=C1C2)C#C)C21CCC(CC2)(C1)NC(=O)C=1N=NC=CC1 N-(4-(4-amino-6-ethynyl-5-(quinolin-3-yl)-7H-pyrrolo[2,3-d]pyrimidin-7-yl)bicyclo[2.2.1]heptane-1-yl)pyridazine-3-carboxamide